C1(CC1)CN1CCN(C2=CC=CC=C12)C(C(C)N1CCN(CC1)C)=O 1-(4-(Cyclopropylmethyl)-3,4-dihydroquinoxalin-1(2H)-yl)-2-(4-methylpiperazin-1-yl)propan-1-one